C(C=O)[C@@H](C(=O)O)N The molecule is an aldehydic acid. It has a role as a Saccharomyces cerevisiae metabolite. It is a conjugate acid of a L-aspartate 4-semialdehyde. It is a tautomer of a L-aspartic acid 4-semialdehyde betaine.